ClCC(=O)N1CCN(CC1)C(=O)N 4-(2-chloroacetyl)piperazine-1-carboxamide